NC=1N=C(SC1C(C1=CC=CC=C1)=O)N(C1=CC(=CC=C1)F)[C@@H](C(=O)N)C (R)-2-(N-(4-amino-5-benzoyl-thiazol-2-yl)-3-fluoro-anilino)propanamide